1-methyl-2-pyrrolidinone diethyl-((3-bromo-5-(phenylcarbamoyl)benzo[b]thiophen-2-yl)difluoromethyl)phosphonate C(C)OP(OCC)(=O)C(F)(F)C1=C(C2=C(S1)C=CC(=C2)C(NC2=CC=CC=C2)=O)Br.CN2C(CCC2)=O